C(C=C)(=O)N1CCCC1 acryloyl-Pyrrolidine